CN(C)CCN(CCN(CCCN(CC)C)C)C 2,5,8,12-tetramethyl-2,5,8,12-tetraazatetradecane